1-(3-dimethylamino-propyl)-ethyl-carbodiimide Hydrochloride Cl.CN(CCCC(C)N=C=N)C